CC1=C(N=C(O1)C1=CC=C(C=C1)C1=CC=NC=C1)CC1=CC=C(C=C1)OC1=CC=C(C=C1)OC(F)(F)F 5-methyl-2-(4-(pyridin-4-yl)phenyl)-4-(4-(4-(trifluoromethoxy)phenoxy)benzyl)oxazole